CN1N=C(C(=C1)OC1CC2(CN(C2)C(=O)N2CC3(C2)NC(CC3)=O)C1)C(F)(F)F 2-[6-[1-methyl-3-(trifluoromethyl)pyrazol-4-yl]oxy-2-azaspiro[3.3]heptane-2-carbonyl]-2,5-diazaspiro[3.4]octan-6-one